3-(2-Chloro-4-fluoro-5-nitro-phenyl)-5-methoxy-4H-isoxazole-5-carboxylic acid methyl ester COC(=O)C1(CC(=NO1)C1=C(C=C(C(=C1)[N+](=O)[O-])F)Cl)OC